N1N=CC2=C(C=CC=C12)CN1N=CC2=C(C1=O)N(C1=C2SC(=N1)CNC)C 6-((1H-indazol-4-yl)methyl)-4-methyl-2-((methylamino)methyl)-4H-thiazolo[5',4':4,5]pyrrolo[2,3-d]pyridazin-5(6H)-one